[Na+].S(=O)(=O)([O-])[O-].OCCN1C=NCC1.[Na+] hydroxyethyl-imidazoline sulfate sodium salt